(R)-1-(tert-butyl)-3-(5-cyclopropyl-4-(5-(pyrrolidin-3-yl)pyrimidin-2-yl)isoxazol-3-yl)-1H-pyrazolo[3,4-d]pyrimidin-4-amine C(C)(C)(C)N1N=C(C=2C1=NC=NC2N)C2=NOC(=C2C2=NC=C(C=N2)[C@@H]2CNCC2)C2CC2